FC([C@H](C)N1C=C(CC2=CC=CN=C12)C(=O)N)(F)F [(2S)-1,1,1-trifluoropropan-2-yl]-1,4-dihydro-1,8-naphthyridine-3-carboxamide